(3R,4S)-3-cyclopropyl-4-methyl-1-[1-(6-methylpyridin-3-yl)pyrazolo[3,4-c]pyridin-3-yl]-2-oxopyrrolidine-3-carbonitrile C1(CC1)[C@]1(C(N(C[C@H]1C)C1=NN(C2=CN=CC=C21)C=2C=NC(=CC2)C)=O)C#N